C(C)C=1C(NC=2C=C(C=NC2C1)CN1CCN(C2(CC2)C1)C=1C=CC(=NC1C)C(=O)NC)=O 5-(7-((7-ethyl-6-oxo-5,6-dihydro-1,5-naphthyridin-3-yl)methyl)-4,7-diazaspiro[2.5]octan-4-yl)-N,6-dimethylpicolinamide